4-methoxy-12-[(4-methoxyphenyl)methyl]-12-azatricyclo[6.3.1.02,7]Dodeca-2,4,6-trien-9-one COC=1C=C2C3CCC(C(C2=CC1)N3CC3=CC=C(C=C3)OC)=O